2-phenyl-N-[3-sulfamoyl-4-(tetrahydro-2H-pyran-4-yloxy)phenyl]acetamide C1(=CC=CC=C1)CC(=O)NC1=CC(=C(C=C1)OC1CCOCC1)S(N)(=O)=O